[PH2](OC(CCCCC)(CCCC)C=1SC=CC1)=S thiophenyl-(n-butyl-n-hexyl) thiophosphinate